NC1=CC=C(CN2N=CC(=C2)NC2=NC=C(C(=N2)C2=NN(C=C2C)S(=O)(=O)C2=CC=CC=C2)Cl)C=C1 N-(1-(4-aminobenzyl)-1H-pyrazol-4-yl)-5-chloro-4-(4-methyl-1-(benzenesulfonyl)-1H-pyrazol-3-yl)pyrimidin-2-amine